6-((1,4-Dioxan-2-yl)methoxy)-4-(benzyloxy)-2-((4-ethoxyphenyl)ethynyl)-3-methylpyridine O1C(COCC1)COC1=CC(=C(C(=N1)C#CC1=CC=C(C=C1)OCC)C)OCC1=CC=CC=C1